1-methyl-imidazolidine CN1CNCC1